(2R,4R)-N-(2-(cyclohexylamino)-2-oxo-1-(pyridin-3-yl)ethyl)-4-hydroxy-N-(4-(1-(trifluoromethyl)cyclopropyl)phenyl)pyrrolidine-2-carboxamide C1(CCCCC1)NC(C(C=1C=NC=CC1)N(C(=O)[C@@H]1NC[C@@H](C1)O)C1=CC=C(C=C1)C1(CC1)C(F)(F)F)=O